9,9-bis(2-carboxyethyl)-fluorene C(=O)(O)CCC1(C2=CC=CC=C2C=2C=CC=CC12)CCC(=O)O